1-methyl-3,3-dicarboxylato-5-fluoro-indoline-2-thione CN1C(C(C2=CC(=CC=C12)F)(C(=O)[O-])C(=O)[O-])=S